8-((4-(2-(3,4-dimethoxyphenyl)-3-methyl-1H-indol-5-yl)piperidin-1-yl)methyl)quinoline COC=1C=C(C=CC1OC)C=1NC2=CC=C(C=C2C1C)C1CCN(CC1)CC=1C=CC=C2C=CC=NC12